COC=CC1=CC=CC=C1 meth-oxystyrene